N-cyclopropyl-1-[7-[2-(6-methoxy-2-methyl-indazol-5-yl)ethynyl]-2-methyl-indazol-4-yl]-piperidin-4-amine C1(CC1)NC1CCN(CC1)C=1C2=CN(N=C2C(=CC1)C#CC1=CC2=CN(N=C2C=C1OC)C)C